O[C@H]1[C@H](O[C@@]2([C@H](CCO2)C(C(=O)N)C2=CC(=CC=C2)OC)[C@@H]([C@H]1N1N=NC(=C1)C1=CC(=C(C(=C1)F)F)F)O)CO ((4r,5s,7r,8r,9s,10r)-8,10-dihydroxy-7-(hydroxymethyl)-9-(4-(3,4,5-trifluorophenyl)-1H-1,2,3-triazol-1-yl)-1,6-dioxaspiro[4.5]dec-4-yl)-2-(3-methoxyphenyl)acetamide